C(C)(C)(C)OC(=O)N1CC(=CCC1)C1=C2C(=CNC2=C(C=C1)C(N)=O)C 3-(7-carbamoyl-3-methyl-1H-indol-4-yl)-5,6-dihydropyridine-1(2H)-carboxylic acid tert-butyl ester